4-{1-[4-(2-cyclobutylmethoxy-pyridin-3-yl)-2,6-difluoro-phenyl]-cyclopropyl}-butyric acid C1(CCC1)COC1=NC=CC=C1C1=CC(=C(C(=C1)F)C1(CC1)CCCC(=O)O)F